C(C)(C)(C)C1C(N=C2N1C(N(C1=C2N=CC(=C1)N1CCOCC1)CC(=O)OC(C)(C)C)=O)=O tert-butyl [3-tert-butyl-8-(morpholin-4-yl)-2,5-dioxo-2,3-dihydroimidazo[1,2-c]pyrido[2,3-e]pyrimidin-6(5H)-yl]acetate